CC1=C(C2=C(O1)C(C1=CC=CC=C1C2=O)=O)C(=O)O 2-Methyl-4,9-dioxo-4,9-dihydronaphtho[2,3-b]furan-3-carboxylic acid